CC1(C(CC=C1C)CC1OCC(CO1)C=O)C 2-[(2,2,3-trimethylcyclopent-3-en-1-yl)methyl]-1,3-dioxane-5-carbaldehyde